3-(4-bromo-2-methyl-phenyl)sulfonyl-6-fluoro-1,4-dimethyl-indole BrC1=CC(=C(C=C1)S(=O)(=O)C1=CN(C2=CC(=CC(=C12)C)F)C)C